NC1CCC(CC1)NCC(C1=CC=CC=C1)C=1C=CC(=C(C1)C=1C(=CC=C(C1F)OC=1C=NC=CC1)C(=O)N)Cl 5'-(2-(((1r,4r)-4-aminocyclohexyl)amino)-1-phenylethyl)-2'-chloro-6-fluoro-5-(pyridin-3-yloxy)-[1,1'-biphenyl]-2-carboxamide